tert-butyl N-[(3R)-5-[(4-chlorophenyl)methyl]-7-(3-ethyl-1,2,4-oxadiazol-5-yl)-4-oxo-2,3-dihydro-1,5-benzothiazepin-3-yl]carbamate ClC1=CC=C(C=C1)CN1C([C@H](CSC2=C1C=C(C=C2)C2=NC(=NO2)CC)NC(OC(C)(C)C)=O)=O